tert-butyl (4S)-4-[4-(2,6-dioxo-3-piperidyl)-2,3-dihydro-1,4-benzoxazin-8-yl]-3,3-difluoro-piperidine-1-carboxylate O=C1NC(CCC1N1CCOC2=C1C=CC=C2[C@H]2C(CN(CC2)C(=O)OC(C)(C)C)(F)F)=O